P(OC1=CC(=C(C(=C1)C(C)(C)C)O)C(C)(C)C)(OC1=CC(=C(C(=C1)C(C)(C)C)O)C(C)(C)C)OC1=CC(=C(C(=C1)C(C)(C)C)O)C(C)(C)C tris(3,5-di-tert-butyl-4-hydroxyphenyl) phosphite